N-cyclopropyl-2-fluoro-5-[1-(6-methoxy-imidazo[1,2-a]pyrazin-3-yl)-1H-pyrazol-4-yl]-4-methyl-benzamide C1(CC1)NC(C1=C(C=C(C(=C1)C=1C=NN(C1)C1=CN=C2N1C=C(N=C2)OC)C)F)=O